ThiolEnone C1C=CC(=O)S1